COC(C(=C)CC(=O)OC)=O.C(C=C)(=O)OCC1CCCO1 Tetrahydrofurfuryl acrylate Dimethyl-itaconate